[2,2'-bithiophene]-4,4'-dicarboxylic acid dimethyl ester COC(=O)C=1C=C(SC1)C=1SC=C(C1)C(=O)OC